C(C)(C)(C)OC(=O)N[C@@H](COC1=C(C=2C=C(C=NC2C=C1)F)C(=O)OCC1=CC=CC=C1)CC1=NC(=CC=C1)C benzyl (R)-6-(2-((tert-butoxycarbonyl)amino)-3-(6-methylpyridin-2-yl)propoxy)-3-fluoroquinoline-5-carboxylate